2,2,6,6-tetramethyl-4-oxocyclohexane-1-carboxylic acid CC1(C(C(CC(C1)=O)(C)C)C(=O)O)C